(E)-N-(4-chlorobenzylidene)aniline ClC1=CC=C(\C=N\C2=CC=CC=C2)C=C1